4-[4-(8-cyano-quinoxalin-5-yl)-piperazin-1-yl]-N,N-dimethyl-4-oxo-butyramide C(#N)C=1C=CC(=C2N=CC=NC12)N1CCN(CC1)C(CCC(=O)N(C)C)=O